ClC=1C(=C2C(=NC1)NC(=N2)C2=CC=C(C=C2)N2CCN(CC2)CCCO)NC2CCN(CC2)C 3-[4-(4-{6-Chloro-7-[(1-methylpiperidin-4-yl)amino]-3H-imidazo[4,5-b]pyridin-2-yl}phenyl)piperazin-1-yl]propan-1-ol